CN1[C@@H](CCC1)C(=O)NCC1=CC=C(C=C1)OCC1=CC(=CC=C1)F (s)-1-methyl-N-(4-((3-fluorobenzyl)oxy)benzyl)pyrrolidine-2-carboxamide